P(=O)(O)(O)O.FC=1C=CC=C2CCOC(C12)CNC (8-fluoroisochroman-1-yl)-N-methylmethanamine phosphate